1-methyl-3-(1-(trifluoromethyl)cyclopropyl)urea CNC(=O)NC1(CC1)C(F)(F)F